FC1=C(C=C(C=C1)OC=1C(=C2C=CNC2=CC1F)C)C=1NC(=CN1)C1(CC(OCC1)C)C=1C=C(C=CC1)CCC(=O)O 3-(3-(4-(2-(2-fluoro-5-((6-fluoro-4-methyl-1H-indol-5-yl)oxy)phenyl)-1H-imidazol-5-yl)-2-methyltetrahydro-2H-pyran-4-yl)phenyl)propanoic acid